3-benzyl-1-(trans-4-((5-cyano-4-(((1-hydroxycyclobutyl)methyl)-amino)pyrimidin-2-yl)amino)-cyclohexyl)-1-(5-(1-methyl-1H-pyrazol-4-yl)pyridin-2-yl)urea C(C1=CC=CC=C1)NC(N(C1=NC=C(C=C1)C=1C=NN(C1)C)[C@@H]1CC[C@H](CC1)NC1=NC=C(C(=N1)NCC1(CCC1)O)C#N)=O